(2S,6R)-4-(4-((5-(1,6-dimethyl-1H-pyrazolo[3,4-b]pyridin-4-yl)-3-methyl-4,5,6,7-tetrahydro-1H-pyrazolo[4,3-c]pyridin-1-yl)methyl)bicyclo[2.2.2]oct-1-yl)-2,6-dimethylmorpholine CN1N=CC=2C1=NC(=CC2N2CC1=C(CC2)N(N=C1C)CC12CCC(CC1)(CC2)N2C[C@@H](O[C@@H](C2)C)C)C